6-(4-((Boc)amino)-4-methylpiperidin-1-yl)-3-(2,3-dichlorophenyl)-5-(hydroxymethyl)-1H-pyrazolo[3,4-b]Pyrazine-1-carboxylic acid tert-butyl ester C(C)(C)(C)OC(=O)N1N=C(C=2C1=NC(=C(N2)CO)N2CCC(CC2)(C)NC(=O)OC(C)(C)C)C2=C(C(=CC=C2)Cl)Cl